1-(4-((7-(benzyloxy)-6-methoxyquinazolin-4-yl)oxy)-2-chlorophenyl)-3-(2,4-dimethoxyphenyl)urea C(C1=CC=CC=C1)OC1=C(C=C2C(=NC=NC2=C1)OC1=CC(=C(C=C1)NC(=O)NC1=C(C=C(C=C1)OC)OC)Cl)OC